5-((R)-2-(2,5-difluorophenyl)pyrrolidin-1-yl)-N-(2-(4-methylpiperazin-1-yl)ethyl)pyrazolo[1,5-a]pyrimidine-3-carboxamide FC1=C(C=C(C=C1)F)[C@@H]1N(CCC1)C1=NC=2N(C=C1)N=CC2C(=O)NCCN2CCN(CC2)C